7,8-dichloro-6-(3-fluoro-2-pyridyl)-1-methyl-4H-[1,2,4]Triazolo[4,3-a][1,4]Benzodiazepine ClC1=C(C=CC2=C1C(=NCC=1N2C(=NN1)C)C1=NC=CC=C1F)Cl